(3-bromophenyl)(3-methyl-4-phenylpiperazin-1-yl)methanone tert-Butyl-4-(4-(2-aminoethyl)-2,3-difluorophenyl)piperazine-1-carboxylate C(C)(C)(C)OC(=O)N1CCN(CC1)C1=C(C(=C(C=C1)CCN)F)F.BrC=1C=C(C=CC1)C(=O)N1CC(N(CC1)C1=CC=CC=C1)C